FC=1C=C2C(=CC(=NC2=C(C1)F)C)C1=C2C=C(C(=CC2=CC=2C=COC21)OC)OC 9-(6,8-difluoro-2-methylquinolin-4-yl)-6,7-dimethoxynaphtho[2,3]furan